(R)-5-chloro-2-(4'-chloro-[1,1'-biphenyl]-4-yl)-3-((S,1E,3E)-3,5-dimethylhepta-1,3-dien-1-yl)-7-hydroxy-7-methylisoquinoline-6,8(2H,7H)-dione ClC1=C2C=C(N(C=C2C([C@@](C1=O)(C)O)=O)C1=CC=C(C=C1)C1=CC=C(C=C1)Cl)\C=C\C(=C\[C@H](CC)C)\C